(1R,2S,5S)-N-[2-amino-1-(1-methyl-2-oxo-4-quinolyl)-2-oxo-ethyl]-3-[(2S,3R)-3-tert-butoxy-2-[(2,2,2-trifluoroacetyl)amino]butanoyl]-6,6-dimethyl-3-azabicyclo[3.1.0]hexane-2-carboxamide NC(C(C1=CC(N(C2=CC=CC=C12)C)=O)NC(=O)[C@@H]1[C@H]2C([C@H]2CN1C([C@H]([C@@H](C)OC(C)(C)C)NC(C(F)(F)F)=O)=O)(C)C)=O